N-(3',4',5'-trifluorobiphenyl-2-yl)-1,3-dimethylpyrazole-4-yl-carboxamide FC=1C=C(C=C(C1F)F)C1=C(C=CC=C1)NC(=O)C=1C(=NN(C1)C)C